methyl 4-((3-fluoro-4-nitrobenzyl)amino)bicyclo[2.2.2]octane-1-carboxylate FC=1C=C(CNC23CCC(CC2)(CC3)C(=O)OC)C=CC1[N+](=O)[O-]